(S,E)-Methyl-7-(1-(2-(bicyclo[2.2.1]heptan-1-ylamino)-2-oxoethyl)-2-oxo-1,2-dihydropyridin-3-ylamino)-6-(3-methylbenzofuran-2-carboxamido)-7-oxohept-2-enoat COC(\C=C\CC[C@@H](C(=O)NC=1C(N(C=CC1)CC(=O)NC12CCC(CC1)C2)=O)NC(=O)C=2OC1=C(C2C)C=CC=C1)=O